dimethylmethylthiosulfanyl-N,N-dimethyldithiocarbamate CC(SS[SH-]C(N(C)C)=S)C